(S)-N-Benzhydryl-6-(2,2,2-trifluoro-1-(methylamino)ethyl)pyridin-3-amine C(C1=CC=CC=C1)(C1=CC=CC=C1)NC=1C=NC(=CC1)[C@@H](C(F)(F)F)NC